1-aminopropyl-3-methylimidazolium alaninate N[C@@H](C)C(=O)[O-].NC(CC)C=1NC=C[N+]1C